C1(CCCCC1)OC1=CC2=C(CN(CCC2)C2=CC(=C(C(=C2)C)NC(CC(C)(C)C)=O)C)C=C1F N-(4-(7-(cyclohexyloxy)-8-fluoro-1,3,4,5-tetrahydro-2H-benzo[c]azepin-2-yl)-2,6-dimethylphenyl)-3,3-dimethylbutyramide